FC12CCC(C1)C2 1-fluorobicyclo[2.1.1]hexane